Dimethyl 1-(3,4-dimethoxyphenyl)-6,7-dimethoxy-1,2-dihydronaphthalene-2,3-dicarboxylate COC=1C=C(C=CC1OC)C1C(C(=CC2=CC(=C(C=C12)OC)OC)C(=O)OC)C(=O)OC